9-(2-chlorobenzyl)-1-methyl-9H-pyrido[3,4-b]indole-3-carbaldehyde ClC1=C(CN2C3=C(C4=CC=CC=C24)C=C(N=C3C)C=O)C=CC=C1